1-(6-cyclopropyl-4-(cyclopropylfluoro(4-methyl-4H-1,2,4-triazol-3-yl)methyl)pyridin-2-yl)-6-fluoro-4-(((2-methoxyethyl)amino)methyl)benzo[cd]indol-2(1H)-one C1(CC1)C1=CC(=CC(=N1)N1C(C2=C3C(C(=CC=C13)F)=CC(=C2)CNCCOC)=O)C(C2=NN=CN2C)(F)C2CC2